methyl 3-amino-4,5-dibromobenzoate NC=1C=C(C(=O)OC)C=C(C1Br)Br